C[Si](CCCOCC1OCC1)(CC[Si](C)(C)C)C 2-{3-[dimethyl-(2-trimethylsilanyl-ethyl)-silyl]-propoxymethyl}-oxetane